4-Amino-7-bromo-1-(4-morpholinophenyl)-2-oxo-1,2-dihydroquinoline-3-carboxylic acid methyl ester COC(=O)C=1C(N(C2=CC(=CC=C2C1N)Br)C1=CC=C(C=C1)N1CCOCC1)=O